C(C)(C)N1N=CC2=CC(=CC=C12)C1=C(NC2=C1C=1N(C(NCC1C=N2)=O)[C@H]2C[C@@H](CC2)NC(C)=O)C=2C=NN(C2)C N-((1R,3R)-3-(9-(1-Isopropyl-1H-indazol-5-yl)-8-(1-methyl-1H-pyrazol-4-yl)-2-oxo-2,3,4,7-tetrahydro-1H-pyrrolo[3',2':5,6]pyrido[4,3-d]pyrimidin-1-yl)cyclopentyl)acetamide